C(#N)CC1(CN(C1)C(CC#N)=O)N1N=C(C(=C1)C=1C2=C(N=CN1)N(C=C2)COCC[Si](C)(C)C)N2C(C1=CC=CC=C1C2=O)=O 3-(3-(cyanomethyl)-3-(3-(1,3-dioxoisoindolin-2-yl)-4-(7-((2-(trimethylsilyl)ethoxy)methyl)-7H-pyrrolo[2,3-d]pyrimidin-4-yl)-1H-pyrazol-1-yl)azetidin-1-yl)-3-oxopropanenitrile